CN1C(=NN=C1[C@@H]1C[C@@H](CCC1)NC1=NC=C(C(=N1)OC1COC1)C(F)(F)F)C1CN(C1)C(C=C)=O 1-(3-(4-methyl-5-((1S,3R)-3-((4-(oxetan-3-yloxy)-5-(trifluoromethyl)pyrimidin-2-yl)amino)cyclohexyl)-4H-1,2,4-triazol-3-yl)azetidin-1-yl)prop-2-en-1-one